CC=1C(CC(CC1)C(=C)C)=O 2-Methyl-5-(prop-1-en-2-yl)cyclohex-2-en-1-one